((1-(6-(4-chlorophenyl)-2-(pyridin-3-yl)pyrimidin-4-yl)piperidin-4-yl)amino)ethanol ClC1=CC=C(C=C1)C1=CC(=NC(=N1)C=1C=NC=CC1)N1CCC(CC1)NC(C)O